7-azido-1-cyclopropyl-6-fluoro-3-({[(3S)-1-(6-methylpyridin-3-yl)piperidin-3-yl][(2-methylpyridin-4-yl)methyl]amino}methyl)-1,4-dihydroquinolin-4-one N(=[N+]=[N-])C1=C(C=C2C(C(=CN(C2=C1)C1CC1)CN(CC1=CC(=NC=C1)C)[C@@H]1CN(CCC1)C=1C=NC(=CC1)C)=O)F